3-[(1S)-2-benzyloxy-1-methyl-ethyl]-6-chloro-8-(3-fluorophenyl)pyrido[3,4-d]Pyrimidin-4-one C(C1=CC=CC=C1)OC[C@H](C)N1C=NC2=C(C1=O)C=C(N=C2C2=CC(=CC=C2)F)Cl